NC1=C(C=C(C=C1)C(F)(F)F)C1=CCN(CC1)C(=O)O 4-(2-amino-5-(trifluoromethyl)phenyl)-5,6-dihydropyridine-1(2H)-carboxylic acid